FC=1C=C(C(=O)OCCC2CCN(CC2)C2=NC=C(C=N2)Cl)C=CC1CC(N1CC(C1)CNC[C@@H]([C@H]([C@@H]([C@@H](CO)O)O)O)O)=O |r| 2-[1-(5-chloropyrimidin-2-yl)-4-piperidyl]ethyl 3-fluoro-4-[2-oxo-2-[3-[[[rac-(2S,3R,4R,5R)-2,3,4,5,6-pentahydroxyhexyl]amino]methyl] azetidin-1-yl]ethyl]benzoate